di(undecachlorotriacontafluorodocosanoyl) peroxide ClC(C(C(C(C(C(C(C(C(C(C(C(C(C(C(C(C(C(C(C(=O)OOC(C(C(C(C(C(C(C(C(C(C(C(C(C(C(C(C(C(C(C(CC(F)(F)F)(Cl)Cl)(Cl)Cl)(Cl)Cl)(Cl)Cl)(Cl)Cl)(F)Cl)(F)F)(F)F)(F)F)(F)F)(F)F)(F)F)(F)F)(F)F)(F)F)(F)F)(F)F)(F)F)(F)F)=O)(F)F)(F)F)(F)F)(F)F)(F)F)(F)F)(F)F)(F)F)(F)F)(F)F)(F)F)(F)F)(F)F)(F)Cl)(Cl)Cl)(Cl)Cl)(Cl)Cl)(Cl)Cl)(CC(F)(F)F)Cl